BrC1=CN=CC2=CC=CC(=C12)Cl 4-bromo-5-chloroisoquinoline